N-[6-[4-(2-Amino-2-oxo-ethyl)piperazin-1-yl]-2-(1-methyl-4-piperidyl)-1-oxo-isoindolin-5-yl]pyrazolo[1,5-a]pyrimidine-3-carboxamide NC(CN1CCN(CC1)C1=C(C=C2CN(C(C2=C1)=O)C1CCN(CC1)C)NC(=O)C=1C=NN2C1N=CC=C2)=O